lead-zinc ammonia N.[Zn].[Pb]